ClC=1C(=NC(=NC1)NC1CCOCC1)C1=CC=C2CN(C(C2=C1)=O)CC(C)O 6-{5-chloro-2-[(Oxacyclohex-4-yl)amino]pyrimidin-4-yl}-2-(2-hydroxypropyl)-2,3-dihydro-1H-isoindol-1-one